FC(C1=NC=C(C=N1)[C@H](C)C1=C(C(=O)N)C=CC=C1)(F)F (1R)-1-[2-(trifluoromethyl)pyrimidin-5-yl]Ethyl-benzamide